CN(CCOC=1C=C2CCN(CC2=C(C1)C=O)C(=O)OC(C)(C)C)C tert-Butyl 6-(2-(dimethylamino)ethoxy)-8-formyl-3,4-dihydroisoquinoline-2(1H)-carboxylate